trimethylsilylpropansulfonate C[Si](C)(C)OS(=O)(=O)CCC